The molecule is an L-lysyl ester obtained by formal condensation of the carboxy group of L-lysine with the 3'-hydroxy group of AMP. It has a role as a Mycoplasma genitalium metabolite. It is an adenosine 5'-phosphate, a L-lysyl ester and a purine ribonucleoside 5'-monophosphate. It derives from an adenosine 5'-monophosphate. C1=NC(=C2C(=N1)N(C=N2)[C@H]3[C@@H]([C@@H]([C@H](O3)COP(=O)(O)O)OC(=O)[C@H](CCCCN)N)O)N